BrC=1C=C(C=C(C1)OC)[C@@H](C)N[S@@](=O)C(C)(C)C (S)-N-[(1R)-1-(3-Bromo-5-methoxy-phenyl)ethyl]-2-methyl-propane-2-sulfinamide